N-[2-(4-Chlorophenyl)ethyl]-N-(4-hydroxycyclohexyl)naphthalene-1-carboxamide ClC1=CC=C(C=C1)CCN(C(=O)C1=CC=CC2=CC=CC=C12)C1CCC(CC1)O